[Si](C)(C)(C(C)(C)C)C#CC1=CC(=C(C(=N1)C)C1=C(C2=C(N=CN=C2C)N1C)C1=CCC(CC1)C(=O)OCC)C ethyl 4-(6-(6-((tert-butyldimethylsilyl)ethynyl)-2,4-dimethylpyridin-3-yl)-4,7-dimethyl-7H-pyrrolo[2,3-d]pyrimidin-5-yl)cyclohex-3-ene-1-carboxylate